FC1=CC=C(C=C1)C=1C=C2C(=NC=NC2=C(C1)OC1C(N(CC1)C)=O)NCC=1N=NC(=CC1)C 3-[6-(4-fluorophenyl)-4-[(6-methylpyridazin-3-yl)methylamino]quinazolin-8-yl]oxy-1-methyl-pyrrolidin-2-one